C1(=CC=C(C=C1)C#CC1=CC=C(C=O)C=C1)C#CC1=CC=C(C=O)C=C1 4,4'-(1,4-phenylenebis(acetylene-2,1-diyl))dibenzoaldehyde